ClC1=C(C=CC(=C1)F)CN1CCC(CC1)N1C2CN(CC(C1)CC2)C2=CC=CC(=N2)C(=O)NC2=CC=NC=C2 6-(6-{1-[(2-Chloro-4-fluorophenyl)methyl]piperidin-4-yl}-3,6-diazabicyclo[3.2.2]nonan-3-yl)-N-(pyridin-4-yl)pyridine-2-carboxamide